N1(N=CC=C1)C1=CC=C(C=C1)C=1C(=C2C(=NC1)NCC21CCCC1)Cl 5'-(4-(1H-Pyrazol-1-yl)phenyl)-4'-chloro-1',2'-dihydrospiro[cyclopentane-1,3'-pyrrolo[2,3-b]pyridin]